C(C)(C)(C)C1=CC=C(C=C1)C1=NN=CO1 5-(4-tert-butyl-phenyl)-1,3,4-oxadiazole